BrCC=1C(=NOC1C1CC1)C1=C(C=CC=C1F)Cl 4-(bromomethyl)-3-(2-chloro-6-fluorophenyl)-5-cyclopropyl-1,2-oxazole